BrC=1N=C2N(C(NN=C2C(C)C)=O)C1 2-bromo-8-isopropylimidazo[1,2-d][1,2,4]triazin-5(6H)-one